bis(3-chloro-2-hydroxypropoxy)bisphenol A ClCC(COC=1C(=C(O)C=CC1C(C)(C)C1=CC=C(C=C1)O)OCC(CCl)O)O